6-(2-(benzo[d][1,3]dioxol-5-yl)-5-(3-methoxypropyl)pyridin-3-yl)-6-azaspiro[3.4]octane-2-carboxylic acid O1COC2=C1C=CC(=C2)C2=NC=C(C=C2N2CC1(CC(C1)C(=O)O)CC2)CCCOC